C(#C)C=1C=C(OC2=CC=C(C=C2)C2(C3=CC=CC=C3C=3C=CC=CC23)C2=CC=C(C=C2)OC2=CC(=CC(=C2)C#C)C#C)C=C(C1)C#C 9,9-bis(4-(3,5-diethynylphenoxy)phenyl)-9H-fluorene